(3S,4S)-8-(6-amino-5-(2,3-dichlorophenyl)-3-(1,3,4-oxadiazol-2-yl)pyrazin-2-yl)-3-methyl-2-oxa-8-azaspiro[4.5]decan-4-amine NC1=C(N=C(C(=N1)N1CCC2([C@@H]([C@@H](OC2)C)N)CC1)C=1OC=NN1)C1=C(C(=CC=C1)Cl)Cl